Dimethylsilanediyl-(tetramethylcyclopentadienyl)(t-butylamide) titanium dichloride [Cl-].[Cl-].[Ti+3].C[Si](=CC(C)(C)[N-]C1(C(=C(C(=C1)C)C)C)C)C